3,5-dinitrobenzene [N+](=O)([O-])C=1C=CC=C(C1)[N+](=O)[O-]